FC1(CN(C2(CC2)CC1)C(=O)NC=1C(=NNC1)C1=CC2=C(C=N1)C=NN2CC(F)(F)F)F 6,6-Difluoro-N-[3-[1-(2,2,2-trifluoroethyl)pyrazolo[4,3-c]pyridin-6-yl]-1H-pyrazol-4-yl]-4-azaspiro[2.5]octane-4-carboxamide